The molecule is zwitterionic form of gamma-aminobutyric acid having an anionic carboxy group and a protonated amino group. It is a tautomer of a gamma-aminobutyric acid. C(CC(=O)[O-])C[NH3+]